4-Methylenetetrahydro-2H-thiopyran C=C1CCSCC1